benzyl (S)-2-((4-((tert-butoxycarbonyl)oxy)benzyl)(methyl) amino)-3-methylbutanoate C(C)(C)(C)OC(=O)OC1=CC=C(CN([C@H](C(=O)OCC2=CC=CC=C2)C(C)C)C)C=C1